C1(CC1)CN1C=2C3=CN=C(C(O[C@@H](C4=CC(=CC=C4C4=NC=NN4CC2C(=N1)C)F)C)=C3)N (19R)-3-(cyclopropylmethyl)-16-fluoro-5,19-dimethyl-20-oxa-3,4,8,9,11,23-hexaazapentacyclo[19.3.1.02,6.08,12.013,18]pentacosa-1(24),2(6),4,9,11,13,15,17,21(25),22-decaen-22-amine